(R)-3-(1,1-difluoro-2-((2-hydroxy-1,2-oxaborolan-3-yl)amino)-2-oxoethyl)-4-fluoro-N-(4-fluoro-3-methylphenyl)benzamide FC(C(=O)N[C@@H]1B(OCC1)O)(F)C=1C=C(C(=O)NC2=CC(=C(C=C2)F)C)C=CC1F